NCCN1N=NNC1=O 4-(2-aminoethyl)-1H-tetrazol-5-one